C(C1=CC=CC=C1)C=1NC=C(N1)C(=O)NC1=C(C(=CC=C1)Cl)F 2-benzyl-N-(3-chloro-2-fluorophenyl)-1H-imidazole-4-carboxamide